ClC=1C=C(C=CC1)OC(C=C)=O (3-chlorophenyl)acrylate